(R)-3-(3-((4-cyano-3-fluorophenyl)amino)-4-((R)-1-ethoxy-2,2,2-trifluoroethyl)phenyl)-4-methoxybutanoic acid C(#N)C1=C(C=C(C=C1)NC=1C=C(C=CC1[C@H](C(F)(F)F)OCC)[C@@H](CC(=O)O)COC)F